ClC1=C(C(=O)N[C@H](C(=O)O)CC2=CC=C(C=C2)N2C(N(C3=C2C=C(C=C3)N(C)C)C)=O)C(=CC=C1)F (S)-2-(2-chloro-6-fluorobenzamido)-3-(4-(6-(dimethylamino)-3-methyl-2-oxo-2,3-dihydro-1H-benzo[d]imidazol-1-yl)phenyl)propionic acid